2,6-di-tertiary butyl-benzenePIVALALDEHYDE C(C)(C)(C)C1=C(C(=CC=C1)C(C)(C)C)CC(C=O)(C)C